C(C)(C)(C)OC(NCC[C@H](CN1CCN(CC1)C1=C(C(=CC(=C1)CC)Cl)OC)O)=O (R)-(4-(4-(3-chloro-5-ethyl-2-methoxyphenyl)-piperazin-1-yl)-3-hydroxybutyl)carbamic acid tert-butyl ester